4-methyl-4-(tert-pentylperoxy)-2-pentanol CC(CC(C)O)(C)OOC(C)(C)CC